4-(oxetan-2-ylmethyl)-4H-1,2,4-triazole-3-carbaldehyde O1C(CC1)CN1C(=NN=C1)C=O